5-{(3'R)-1'-[1-(6-Methoxypyridin-2-yl)ethyl]-6,7-dihydrospiro[pyrazolo[5,1-c][1,4]oxazine-4,3'-pyrrolidin]-2-yl}-3-(trifluoromethyl)pyridin-2-amine COC1=CC=CC(=N1)C(C)N1C[C@@]2(CC1)OCCN1C2=CC(=N1)C=1C=C(C(=NC1)N)C(F)(F)F